ClC1=C(C(=CC=C1)Cl)NN1C(=NC=C1C)C1=NC(=NC=C1C#N)SC 4-(1-((2,6-dichlorophenyl)amino)-5-methyl-1H-imidazole-2-yl)-2-(methylthio)pyrimidine-5-carbonitrile